3-(4-(trifluoromethyl)phenyl)-1H-pyrazole-4-carbaldehyde FC(C1=CC=C(C=C1)C1=NNC=C1C=O)(F)F